2-fluoro-4-(2-(1-(1-(3-isopropyl-1,2,4-oxadiazol-5-yl)piperidin-4-yl)ethoxy)thiazolo[5,4-b]pyridin-5-yl)-N,N-dimethylbenzamid FC1=C(C(=O)N(C)C)C=CC(=C1)C1=CC=C2C(=N1)SC(=N2)OC(C)C2CCN(CC2)C2=NC(=NO2)C(C)C